dichloro(methyl)(5-(4-(10-phenylanthracene-9-yl)phenyl)amyl)silane Cl[Si](CCCCCC1=CC=C(C=C1)C=1C2=CC=CC=C2C(=C2C=CC=CC12)C1=CC=CC=C1)(C)Cl